CC1CCCCN1CCCC1COCC1=O 6-methyl-4-oxo-3-[3-(piperidin-1-yl)propyl]-3,4-dihydrofuran